FC1=C(C=C2C=NNC2=C1)[C@H]1NC[C@@H](CC1)C 6-Fluoro-5-[(2S,5R)-5-methyl-2-piperidyl]-1H-Indazole